BrC1=C2CC(CC2=CC(=C1Cl)F)(C=O)C1=CC=CC=C1 4-Bromo-5-chloro-6-fluoro-2-phenyl-2,3-dihydro-1H-indene-2-carbaldehyde